C(CCCCC(C)C)OP1OC2=C(CC3=C(O1)C(=CC(=C3)C(C)(C)C)C(C)(C)C)C=C(C=C2C(C)(C)C)C(C)(C)C 6-isooctyloxy-2,4,8,10-tetra-tert-butyl-12H-dibenzo[d,g]-1,3,2-dioxaphosphocin